1-[(4R)-2,2-dimethyl-1,3-dioxolane-4-carbonyl]Piperidine CC1(OC[C@@H](O1)C(=O)N1CCCCC1)C